(4-benzyl-1-(4-isobutoxybenzyl)-1H-pyrazol-5-yl)-1-methylpiperidine C(C1=CC=CC=C1)C=1C=NN(C1C1N(CCCC1)C)CC1=CC=C(C=C1)OCC(C)C